CC1=C(C(=CC(=C1)O)C)Cl 2,6-dimethyl-4-hydroxy-chlorobenzene